6-hydroxy-6-methyl-2H-pyran-3(6H)-one OC1(C=CC(CO1)=O)C